N-(6-(2H-1,2,3-triazol-2-yl)-5-(trifluoromethyl)pyridin-3-yl)-4-(3-amino-5-(1-ethoxyvinyl)pyridin-4-yl)-2-chloro-5-fluorobenzamide N=1N(N=CC1)C1=C(C=C(C=N1)NC(C1=C(C=C(C(=C1)F)C1=C(C=NC=C1C(=C)OCC)N)Cl)=O)C(F)(F)F